N-((1R)-1-cyclohexyl-2-(4-(4-fluorophenyl)-2-methyl-2,8-diazaspiro[4.5]-decan-8-yl)-2-oxoethyl)-2-fluoro-5-(trifluoromethyl)benzamide C1(CCCCC1)[C@H](C(=O)N1CCC2(C(CN(C2)C)C2=CC=C(C=C2)F)CC1)NC(C1=C(C=CC(=C1)C(F)(F)F)F)=O